(2S,4R)-2-(((4-amino-6-chloropyrimidin-5-yl)oxy)methyl)-4-methoxypyrrolidine-1-carboxylic acid tert-butyl ester C(C)(C)(C)OC(=O)N1[C@@H](C[C@H](C1)OC)COC=1C(=NC=NC1Cl)N